6-fluoro-4-methoxy-2-(5-iodo-2-furyl)-5-trifluoromethylpyrimidine FC1=C(C(=NC(=N1)C=1OC(=CC1)I)OC)C(F)(F)F